methyl 2-(7-cyano-5-isopropylbenzo[b]thiophen-2-yl)-4-methylthiazole-5-carboxylate C(#N)C1=CC(=CC2=C1SC(=C2)C=2SC(=C(N2)C)C(=O)OC)C(C)C